6-(methylthio)pyridin-3-amine CSC1=CC=C(C=N1)N